C(=O)(O)C1=CC=CC=2C(C3=CC=CC=C3SC12)=O 4-carboxythioxanthone